(2R,3S,5R)-2-ethynyl-5-(2-fluoro-6-(methylamino)-4,5-dihydro-9H-purin-9-yl)-2-(hydroxymethyl)tetrahydrofuran-3-ol C(#C)[C@@]1(O[C@H](C[C@@H]1O)N1C2N=C(N=C(C2N=C1)NC)F)CO